3-(5-iodo-1H-benzo[d]imidazol-1-yl)propan-1-ol IC1=CC2=C(N(C=N2)CCCO)C=C1